C(CCCCC)(=O)C=1C(=[C-]PC1)C(CCCCC)=O dihexanoylphospholide